C1(=CC=CC=C1O)C.[Na] Sodium o-Cresol